1,2,3,6-tetrahydropyridin-1-ium iodide [I-].[NH2+]1CCC=CC1